N1(CCCCC1)C1=CC=C(C=C1)[C@@H]1C[C@H](C1)OC=1N=NNC1C(=O)O 4-((trans)-3-(4-(piperidin-1-yl)phenyl)cyclobutoxy)-1H-1,2,3-triazole-5-carboxylic acid